chloro[(dichlorosilyl)methyl]diethylsilane Cl[Si](CC)(CC)C[SiH](Cl)Cl